pyranyl-fucosyl-(1-4)-N-glycolyl-neuraminic acid O1C(C=CC=C1)C1([C@@H](O)[C@H](O)[C@H](O)[C@@H](O1)C)O[C@H]1CC(C(O)=O)(O)O[C@H]([C@@H]1NC(CO)=O)[C@H](O)[C@H](O)CO